CIS-3-[1-(Cyclobutyl-methyl)-8-ethylamino-2-oxo-8-phenyl-1,3-diazaspiro[4.5]decan-3-yl]-2,2-dimethyl-propionamide C1(CCC1)CN1C(N(CC12CCC(CC2)(C2=CC=CC=C2)NCC)CC(C(=O)N)(C)C)=O